NC=1SC2=C(N1)C=CC(=C2)C 2-amino-6-methylbenzothiazole